ClC=1C(N(C=C(C1C1=C(C=C(C=C1)F)Cl)C1=C(C(=CC(=C1)OC)OC)Cl)OCC#C)=O 3-chloro-5-(2-chloro-3,5-dimethoxyphenyl)-4-(2-chloro-4-fluorophenyl)-1-(2-propynyloxy)-2(1H)-pyridone